2-cyano-2-(8-cyano-7-hydroxy-6-oxo-5H-1,5-naphthyridine-2-yl)acetic acid C(#N)C(C(=O)O)C1=NC=2C(=C(C(NC2C=C1)=O)O)C#N